4-(4-(4-(1-(pent-3-yl)-1H-pyrazol-4-yl)pyrazolo[1,5-a]pyrazin-6-yl)-1H-pyrazol-1-yl)butane-1,3-diol CCC(CC)N1N=CC(=C1)C=1C=2N(C=C(N1)C=1C=NN(C1)CC(CCO)O)N=CC2